4-thiazol-2-ylmorpholine S1C(=NC=C1)N1CCOCC1